didecyl ether acetate C(C)(=O)O.C(CCCCCCCCC)OCCCCCCCCCC